NCC1=C(C=CC=C1)OB(O)O (2-aminomethyl-phenyl)boric acid